BrC1=C(N=C2N(C1=O)C=CS2)N[C@H]2CN(C[C@H](C2)C2=CC=C(C=C2)OCCCCCO[Si](C2=CC=CC=C2)(C2=CC=CC=C2)C(C)(C)C)C 6-bromo-7-[[(3R,5R)-5-[4-[5-[tert-butyl(diphenyl)silyl]oxypentoxy]phenyl]-1-methyl-3-piperidyl]amino]thiazolo[3,2-a]pyrimidin-5-one